(S)-1-bromo-4-(1-(methoxy-d3)ethyl)benzene-2,3,5,6-d4 BrC1=C(C(=C(C(=C1[2H])[2H])[C@H](C)OC([2H])([2H])[2H])[2H])[2H]